(R)-5-fluoro-2-(piperidin-3-ylmethyl)pyrimidine FC=1C=NC(=NC1)C[C@@H]1CNCCC1